OC1=CC=C2C=CC(OC2=C1)=O 7-hydroxy-coumarin